N-(2,4-dinitrophenyl)pyridinium [N+](=O)([O-])C1=C(C=CC(=C1)[N+](=O)[O-])[N+]1=CC=CC=C1